C=1(C=CCCC1)C=1OC2=C(C1)C=CC=C2 5H-2-phenylbenzofuran